2-O-Acetyl-3,4,6-tri-O-benzyl-β-D-glucopyranosyl fluoride C(C)(=O)O[C@H]1[C@@H](O[C@@H]([C@H]([C@@H]1OCC1=CC=CC=C1)OCC1=CC=CC=C1)COCC1=CC=CC=C1)F